ClC=1C(=NC(=NC1)NC=1C=C(C2=C(COB2O)C1)Cl)NC1CCCC1 5-chloro-N2-(7-chloro-1-hydroxy-3H-2,1-benzoxaborole-5-yl)-N4-cyclopentyl-pyrimidine-2,4-diamine